FC(C(C(O)(O)F)(F)F)(CCCCCCC)F pentafluorodecanediol